F[C@@H]1[C@]2(CC[C@@](C[C@@H]1N(C1=CC=C(N=N1)C1=C(C=C(C=C1)N1C=NC=C1)O)C)(N2)C)C 2-(6-(((1R,2S,3S,5S)-2-fluoro-1,5-dimethyl-8-azabicyclo[3.2.1]octan-3-yl)(methyl)amino)pyridazin-3-yl)-5-(1H-imidazol-1-yl)phenol